FC=1C=CC=C2CCO[C@@H](C12)CNC1CCC1 (S)-N-((8-fluoroisochroman-1-yl)methyl)cyclobutylamine